[N+](=O)([O-])C=1C=NC=CC1NC(C1=CC=CC=C1)=O N-(3-nitropyridin-4-yl)benzamide